C(C)(C)(C)C=1C=CC=2C(NS(C=3C=CC=C(NC(CC[C@H]4CC(N(C2N1)C4)(C)C)C4CCNCC4)N3)(=O)=O)=O (14S)-8-tert-butyl-12,12-dimethyl-17-(piperidin-4-yl)-2λ6-thia-3,9,11,18,23-pentaazatetracyclo[17.3.1.111,14.05,10]tetracosa-1(23),5(10),6,8,19,21-hexaene-2,2,4-trione